C(CCCC)(=O)OC(C)(C)C(NCCC1=CC(=C(C=C1)OC)OC)=O 2-(3,4-dimethoxy-phenethylcarbamoyl)-propan-2-yl pentanoate